The molecule is an unsaturated fatty acyl-CoA that results from the formal condensation of the thiol group of coenzyme A with the carboxy group of (9Z,12Z,15Z,18Z,21Z)-3-oxotetracosapentaenoic acid. It is a 3-oxo-fatty acyl-CoA, a long-chain fatty acyl-CoA and an unsaturated fatty acyl-CoA. It is a conjugate acid of a (9Z,12Z,15Z,18Z,21Z)-3-oxotetracosapentaenoyl-CoA(4-). CC/C=C\\C/C=C\\C/C=C\\C/C=C\\C/C=C\\CCCCCC(=O)CC(=O)SCCNC(=O)CCNC(=O)[C@@H](C(C)(C)COP(=O)(O)OP(=O)(O)OC[C@@H]1[C@H]([C@H]([C@@H](O1)N2C=NC3=C(N=CN=C32)N)O)OP(=O)(O)O)O